2,2'-di(pyridin-4-yl)-1H,1'H-5,5'-bibenzo[d]imidazole N1=CC=C(C=C1)C1=NC2=C(N1)C=CC(=C2)C2=CC1=C(NC(=N1)C1=CC=NC=C1)C=C2